FC1=C(C=C(C=C1)F)C(C)N(C1=NC=2N(C=C1)N=CC2C2=NN(C=C2)C)C N-(1-(2,5-difluorophenyl)ethyl)-N-methyl-3-(1-methyl-1H-pyrazol-3-yl)pyrazolo[1,5-a]pyrimidin-5-amine